(E)-3-(2-fluoro-6-((N-methylsulfamoyl)amino)pyridin-3-yl)-N-methyl-N-((3-methylbenzofuran-2-yl)methyl)acrylamide FC1=NC(=CC=C1/C=C/C(=O)N(CC=1OC2=C(C1C)C=CC=C2)C)NS(NC)(=O)=O